FC(S(=O)(=O)N1C=NC2=CC3=C(CCNCC3)C=C21)(F)F 1-((Trifluoromethyl)sulfonyl)-5,6,8,9-tetrahydroimidazo[4',5':4,5]benzo[1,2-d]azepine